5-(2-(2-Chloro-3-fluorophenyl)pyrrolidin-1-yl)-3-fluoro-N-((R,E)-4-(methylsulfonyl)but-3-en-2-yl)pyrazine-2-carboxamide ClC1=C(C=CC=C1F)C1N(CCC1)C=1N=C(C(=NC1)C(=O)N[C@H](C)\C=C\S(=O)(=O)C)F